2-(1-piperidinyl)-5-(4,4,5,5-tetramethyl-1,3,2-dioxaborolan-2-yl)pyrimidine N1(CCCCC1)C1=NC=C(C=N1)B1OC(C(O1)(C)C)(C)C